tert-butyl 7-(4-aminophenyl)-4-azaspiro[2.5]octane-4-carboxylate NC1=CC=C(C=C1)C1CCN(C2(CC2)C1)C(=O)OC(C)(C)C